ClC=1C=CC(=C(C1)[C@@]1(C(NC2=CC(=CC=C12)C(F)(F)F)=O)CC(=O)O)OC (3R)-2-(3-(5-chloro-2-methoxyphenyl)-2-oxo-6-(trifluoromethyl)indolin-3-yl)acetic acid